CN1CCN(CCC1)C1=C(C=CC=C1)CN (2-(4-methyl-1,4-diazepan-1-yl)phenyl)methanamine